FC(CC=1N(C=C(N1)CC1=CC=NC=C1)COCC[Si](C)(C)C)(F)F 2,2,2-Trifluoro-1-(4-(pyridin-4-ylmethyl)-1-((2-(trimethyl-silyl)ethoxy)methyl)-1H-imidazol-2-yl)ethan